C(C=C)[C@]12C(C(=C([C@](C([C@@H](C1)CC=C(C)C)(C)C)(C2=O)CC=C)O)C(CCC2=CC=C(C=C2)C(F)(F)F)=O)=O (1S,5S,7R)-1,5-Diallyl-4-hydroxy-6,6-dimethyl-7-(3-methylbut-2-en-1-yl)-3-(3-(4-(trifluoromethyl)phenyl)propanoyl)bicyclo[3.3.1]non-3-en-2,9-dion